methyl(5-fluoro-6-methyl-[2,4'-bipyridin]-2'-yl)carbamate COC(NC1=NC=CC(=C1)C1=NC(=C(C=C1)F)C)=O